1-(1H-Benzo[d]imidazol-5-yl)-5-(4-fluoro-3-methoxyphenyl)imidazolidin-2-on N1C=NC2=C1C=CC(=C2)N2C(NCC2C2=CC(=C(C=C2)F)OC)=O